C(C)(C)(C)NS(=O)(=O)C=1C=C(C=CC1)NC(C1=C(N=C(C=C1)NC1CC(C1)O)N1CCC2(CC2)CC1)=O N-(3-(N-(tert-butyl)sulfamoyl)phenyl)-6-(((1S,3S)-3-hydroxycyclobutyl)amino)-2-(6-azaspiro[2.5]octan-6-yl)nicotinamide